1-methoxy-4-(prop-2-yn-1-yloxy)benzene COC1=CC=C(C=C1)OCC#C